6-(5-bromo-2-(1-(2-(4,4-difluoropiperidin-1-yl)-6-methylpyrimidin-4-yl)-1H-pyrazol-4-yl)phenyl)-6-azaspiro[2.5]octane BrC=1C=CC(=C(C1)N1CCC2(CC2)CC1)C=1C=NN(C1)C1=NC(=NC(=C1)C)N1CCC(CC1)(F)F